(R)-5-((3-(5-(2,5-difluoro-4-tolyl)-4,5-dihydro-1H-pyrazole-1-carbonyl)bicyclo[1.1.1]pent-1-yl)methoxy)pyrazine-2-carbonitrile FC1=C(C=C(C(=C1)[C@H]1CC=NN1C(=O)C12CC(C1)(C2)COC=2N=CC(=NC2)C#N)F)C